NC1=C(C=CC(=C1)OC(F)(F)F)C(=O)N1CCC(CC1)C1=C2C(=NC=C1)NC(=N2)C2CCOCC2 [2-Amino-4-(trifluoromethoxy)phenyl]-[4-(2-tetrahydropyran-4-yl-3H-imidazo[4,5-b]pyridin-7-yl)-1-piperidyl]methanone